NC1=NC=2C=NC(=CC2C2=C1C=NN2C)C(=O)O 4-amino-1-methyl-pyrazolo[4,3-c][1,7]naphthyridine-8-carboxylic acid